NC1=C(C(=C(C(=N1)SC(C(=O)N)C1=CC=CC=C1)C#N)OCCC)C#N 2-((6-amino-3,5-dicyano-4-propoxypyridin-2-yl)thio)-2-phenylacetamide